Threonic acid O=C([C@@H](O)[C@H](O)CO)O